CN(CC(=O)N1CCC(CC1)C=1C=C2C(=C(NC2=CC1)C1=C(C(=NC(=C1)C)C)F)C(C)C)C 2-(dimethylamino)-1-(4-(2-(3-fluoro-2,6-dimethylpyridin-4-yl)-3-isopropyl-1H-indol-5-yl)piperidin-1-yl)ethan-1-one